(4-bromophenyl)bis(5-chloro-2-methylphenyl)methanol BrC1=CC=C(C=C1)C(O)(C1=C(C=CC(=C1)Cl)C)C1=C(C=CC(=C1)Cl)C